FC=1C(=NC(=NC1)NC1=CC=C(C=C1)N1CCN(CC1)C)N1C=C(C2=CC=CC=C12)C(=O)N 1-{5-fluoro-2-[4-(4-methyl-piperazin-1-yl)-phenylamino]-pyrimidin-4-yl}-1H-indole-3-carboxamide